FC=1C=C(C=CC1B1OC(C(O1)(C)C)(C)C)N1C[C@H](OCC1)C(C)C (R)-4-(3-fluoro-4-(4,4,5,5-tetramethyl-1,3,2-dioxaborolan-2-yl)phenyl)-2-isopropylmorpholine